1-({3-[(2S)-2-(4-chlorophenyl)-2-hydroxyethyl]-1,2,4-oxadiazol-5-yl}methyl)-3-methyl-2,6-dioxo-1,2,3,6-tetrahydropyrimidine-4-carbonitrile ClC1=CC=C(C=C1)[C@H](CC1=NOC(=N1)CN1C(N(C(=CC1=O)C#N)C)=O)O